2-[4-(1,3-benzothiazol-2-ylmethyl)piperazin-1-yl]-4-(ethylamino)-N-ethylsulfonyl-benzamide S1C(=NC2=C1C=CC=C2)CN2CCN(CC2)C2=C(C(=O)NS(=O)(=O)CC)C=CC(=C2)NCC